NC1=C2N=C(N(C2=NC(=N1)OCCO)CC1=CC(=C(OC2CCN(CC2)C(=O)OC(C)(C)C)C=C1)CP(=O)(OC)O)OC tert-butyl 4-(4-((6-amino-2-(2-hydroxyethoxy)-8-methoxy-9H-purin-9-yl)methyl)-2-((hydroxy(methoxy)phosphoryl)methyl)phenoxy)piperidine-1-carboxylate